OC[C@@H]1COCC(CN1C(=O)OC(C)(C)C)=O tert-Butyl (R)-3-(hydroxymethyl)-6-oxo-1,4-oxazepane-4-carboxylate